C(CCCCCCCCCCCCCC)C=1C(=C(C#N)C=CC1)I pentadecyl-2-iodobenzonitrile